rac-benzyl (2-(2-chloro-6-(4-fluorophenyl)pyridin-4-yl)-1-fluoropropan-2-yl)carbamate ClC1=NC(=CC(=C1)[C@@](CF)(C)NC(OCC1=CC=CC=C1)=O)C1=CC=C(C=C1)F |r|